NC1=C2C(=NC=N1)N(N=C2C)C(C)C=2C(=C(C(=C(C2)Cl)C)C2CN(C2)CC(C)C)OCC 1-(3-{3-[1-(4-Amino-3-methyl-1H-pyrazolo[3,4-d]pyrimidin-1-yl)ethyl]-5-chloro-2-ethoxy-6-methylphenyl}azetidin-1-yl)-2-methylpropan